C1(CC1)NCC=1C=CC=2N(C1)C=C(N2)CNC(=O)C=2N=C1N(C(C2)=O)C=CC=C1 N-((6-[(cyclopropylamino)methyl]imidazo[1,2-a]pyridin-2-yl)methyl)-4-oxo-4H-pyrido[1,2-a]pyrimidine-2-carboxamide